CC1=CC=C(C=C1)S(=O)(=O)OC1=C(C=CC=C1)C1=C(C=CC=2CCCCC12)OC (-)-2-(2-Methoxy-5,6,7,8-tetrahydronaphthalen-1-yl)phenyl 4-methylbenzenesulfonate